NC1=C2C(C3(C(OC4=C3C=CC(=C4)C(F)(F)F)(C2=CC=C1)O)N(C(C)=O)C)=O N-(1-amino-4b-hydroxy-10-oxo-7-(trifluoromethyl)-4b,10-dihydro-9bH-indeno[1,2-b]benzofuran-9b-yl)-N-methylacetamide